ClC1=C(C=C2C=C(N=CC2=C1)NC(=O)[C@H]1[C@@H](C1)C=1C=NN(C1C(F)(F)F)C)N1CC[NH+](CC1)[C@]1(COC[C@H]1F)C (1R,2R)-N-[7-chloro-6-[4-((3S,4S)-4-fluoro-3-methyl-tetrahydrofuran-3-yl)piperazin-4-ium-1-yl]-3-isoquinolinyl]-2-[1-methyl-5-(trifluoromethyl)pyrazol-4-yl]cyclopropanecarboxamide